ClC1=NC=2C=CC(=CC2C=2N1C=NN2)Br 5-chloro-9-bromo-[1,2,4]triazolo[4,3-c]quinazoline